ClC1=CC=C(C(=N1)C(=O)O)N[C@H](C)C1=C2N=C(C(=NC2=CC(=C1)C)C#N)N1CCC(CC1)N1N=CC(=C1)C (R)-6-chloro-3-((1-(2-cyano-7-methyl-3-(4-(4-methyl-1H-pyrazol-1-yl)piperidin-1-yl)quinoxalin-5-yl)ethyl)amino)picolinic acid